(R)-N,N-dimethyl-1-(4-(3-methylmorpholino)-7-(methylsulfonyl)thieno[3,2-d]pyrimidin-2-yl)-1H-benzo[d]imidazol-2-amine CN(C1=NC2=C(N1C=1N=C(C3=C(N1)C(=CS3)S(=O)(=O)C)N3[C@@H](COCC3)C)C=CC=C2)C